N1(CCNCC1)C=1C=CC(=NC1)NC=1C2=C(C(=NC1)C1=CC=NC=C1)CNC2=O 7-[(5-piperazin-1-yl-2-pyridyl)amino]-4-(4-pyridyl)-2,3-dihydropyrrolo[3,4-c]pyridin-1-one